[N+](=O)([O-])C1=CC=C(OC(=O)C2C#CCCCCC2=O)C=C1 3-(4-nitrophenoxycarbonyl)oxocyclooctyne